BrC1=C(N2C(S1)=NCC2)C=2OC1=C(C2)C=C(C=C1)OCC=1C=NC=CC1 3-{[(2-{2-bromo-5h,6h-imidazo[2,1-b][1,3]thiazol-3-yl}-1-benzofuran-5-yl)oxy]methyl}pyridine